NC=1C(=C(C(=O)NC=2OC(=NN2)C)C(=CC1)F)C 3-amino-6-fluoro-2-methyl-N-(5-methyl-1,3,4-oxadiazol-2-yl)benzamide